dichloromethylene(dimethyl)ammonium ClC(Cl)=[N+](C)C